C(C)(C)(C)NC(=O)C1=NC=CC(=C1)NC(CC1=C(C=CC(=C1)C#N)O)=O N-tert-butyl-4-[[2-(5-cyano-2-hydroxy-phenyl)acetyl]amino]pyridine-2-carboxamide